C1(CC1)CC(=O)NC1=CSC(=C1)C1=NC(=CN=C1)C=1C=CC2=C(OCCN2C(=O)C2CCN(CC2)C)C1 2-cyclopropyl-N-(5-(6-(4-(1-methylpiperidin-4-carbonyl)-3,4-dihydro-2H-benzo[b][1,4]oxazin-7-yl)pyrazine-2-yl)thiophene-3-yl)acetamide